BrC=1C(=CC(=C(C=O)C1)O)C 5-bromo-2-hydroxy-4-methylbenzaldehyde